CC(CNC(OCCC#C)=O)(CC(CCNC(OCCC#C)=O)C)C di(but-3-yn-1-yl) (2,2,4-trimethylhexane-1,6-diyl)dicarbamate